[6-(1-Methylazetidin-3-yl)pyridazin-3-yl]-5-{2-methylimidazo[1,2-b]pyridazin-6-yl}phenol CN1CC(C1)C1=CC=C(N=N1)C1=C(C=C(C=C1)C=1C=CC=2N(N1)C=C(N2)C)O